N1=C(C=CC=C1)CCSCCSCCCSCCSCCC1=NC=CC=C1 1,15-bis(2-pyridyl)-3,6,10,13-tetrathiapentadecane